N-(4-(2-isopropylphenyl)-1-methyl-1H-imidazo[4,5-c]pyridin-6-yl)-N-methyl-4-(5-methyl-3-(trifluoromethyl)-1H-pyrazol-1-yl)benzenesulfonamide C(C)(C)C1=C(C=CC=C1)C1=NC(=CC2=C1N=CN2C)N(S(=O)(=O)C2=CC=C(C=C2)N2N=C(C=C2C)C(F)(F)F)C